3-(2-methoxypyridin-3-yl)-1-((tetrahydro-2H-pyran-4-yl)methyl)-1H-pyrrole-2,5-dione COC1=NC=CC=C1C=1C(N(C(C1)=O)CC1CCOCC1)=O